1-Tert-butyl 3-(7-bromo-1-(cyclopropylmethyl)-5-(1-methyl-1,4,5,6-tetrahydropyrrolo[3,4-c]pyrazole-5-carbonyl)-1H-indol-2-yl)-5,6-dihydropyridine-1(2H)-carboxylate BrC=1C=C(C=C2C=C(N(C12)CC1CC1)C=1CN(CCC1)C(=O)OC(C)(C)C)C(=O)N1CC=2N(N=CC2C1)C